C1(=CC=CC=C1)N1C(C(=CC1=O)C1N(CCC1)C1=C(C=CC=C1)C)=O 1-Phenyl-3-(1-(o-tolyl)pyrrolidin-2-yl)-1H-pyrrole-2,5-dione